(Z)-4-(4-((5-cyclopropyl-3-(2,6-difluorophenyl)isoxazol-4-yl)methoxy)-3,3-difluoropiperidin-1-yl)-N'-hydroxybenzoamidine C1(CC1)C1=C(C(=NO1)C1=C(C=CC=C1F)F)COC1C(CN(CC1)C1=CC=C(/C(=N/O)/N)C=C1)(F)F